Methyl 3,5-dihexylbenzoate C(CCCCC)C=1C=C(C(=O)OC)C=C(C1)CCCCCC